ClC=1C=C(C=CC1Cl)C=1N(C(=CC(C1C(=O)O)=O)CN1N=CC(=C1)C(F)F)CC 2-(3,4-dichlorophenyl)-6-[[4-(difluoromethyl)pyrazol-1-yl]methyl]-1-ethyl-4-oxo-pyridine-3-carboxylic acid